N(C)C[C@H](O)[C@@H](O)[C@H](O)[C@H](O)CO.N(C)C[C@H](O)[C@@H](O)[C@H](O)[C@H](O)CO.P(=O)(O)(O)OC1=C(C=C(C=C1)Cl)C(NC1=CC(=CC(=C1)C(F)(F)F)C(F)(F)F)=O 2-{[3,5-bis(trifluoromethyl) phenyl] carbamoyl}-4-chlorophenyl dihydrogenphosphate bismeglumine salt